4-(2-butyl-1-oxo-1,2-dihydro-2,7-naphthyridin-4-yl)benzaldehyde C(CCC)N1C(C2=CN=CC=C2C(=C1)C1=CC=C(C=O)C=C1)=O